protoporphyrin tin CC1=C2CC3=C(C(=C4N3[Sn]N5C(=C(C(=C5CC(=C1CCC(=O)O)N2)CCC(=O)O)C)CC6=C(C(=C(C4)N6)C)C=C)C=C)C